ClC1=CC=C(C(=N1)C1=CC(=C(C=C1)B(O)O)F)N[C@H](C)C=1C=C(C=C2C(C(=C(OC12)N1CCC(CC1)(C)C)C)=O)C (R)-(4-(6-chloro-3-((1-(2-(4,4-dimethylpiperidin-1-yl)-3,6-dimethyl-4-oxo-4H-chromen-8-yl)ethyl)amino)pyridin-2-yl)-2-fluorophenyl)boronic acid